4-(trifluoromethyl)-1H-1,2,3-triazole FC(C=1N=NNC1)(F)F